CC1=[N+](C=CC(=C1C)[N+](=O)[O-])[O-] 2,3-dimethyl-4-nitro-1-oxido-pyridin-1-ium